CC1(OB(OC1(C)C)C(CCO[Si](C)(C)C(C)(C)C)B1OC(C(O1)(C)C)(C)C)C 3,3-bis(4,4,5,5-tetramethyl-1,3,2-dioxaborolan-2-yl)propoxy-tert-butyl-dimethyl-silane